CC(=CC\C=C(\C=O)/CC=O)C (E)-(4-methyl-3-PENTENYLIDENE)butanedial